C(C)(C)(C)OC(=O)N[C@@H]1C(CN(C1)CCCCCCC(=O)OC)(C)C methyl 7-[(4R)-4-{[(tert-butoxy)carbonyl]amino}-3,3-dimethylpyrrolidin-1-yl]heptanoate